CC(CO)CCCCCCO 2-methyl-octane-1,8-diol